(4-(1-Methyl-6-oxo-5-(pyrazin-2-ylamino)-1,6-dihydropyridin-3-yl)-2-(1-oxo-3,4,6,7,8,9-hexahydropyrazino[1,2-a]indol-2(1H)-yl)pyridin-3-yl)methyl acetate C(C)(=O)OCC=1C(=NC=CC1C1=CN(C(C(=C1)NC1=NC=CN=C1)=O)C)N1C(C=2N(C=3CCCCC3C2)CC1)=O